FC1=CC=C(N[C@@H](C(=O)C2=CNC3=CC=CC=C23)C2=CC=CC=C2)C=C1 (2R)-2-(4-fluoroanilino)-1-(1H-indol-3-yl)-2-phenyl-ethanone